epoxychalcone C1=CC=C(C=C1)[C@H]2[C@@H](O2)C(=O)C3=CC=CC=C3